C(C)(C)OC(CCCN1C(N(C(C1(C)C)=O)C=1C=NC(=C(C1)SC)C#N)=S)=O 4-[3-(6-cyano-5-methylthiopyridin-3-yl)-5,5-dimethyl-4-oxo-2-thioxo-imidazolidin-1-yl]butyric acid isopropyl ester